5-(2-((2-amino-4,5,6,7-tetrahydrobenzo[d]thiazol-6-yl)amino)-2-oxoacetyl)-N-(6-fluoropyridin-3-yl)-1,2,4-trimethyl-1H-pyrrole-3-carboxamide NC=1SC2=C(N1)CCC(C2)NC(C(=O)C2=C(C(=C(N2C)C)C(=O)NC=2C=NC(=CC2)F)C)=O